BrCCCOC1=C2C(N(C(C2=CC=C1)=O)C1C(NC(CC1)=O)=O)=O 4-(3-bromopropoxy)-2-(2,6-dioxopiperidin-3-yl)isoindolin-1,3-dione